N1=CN=CC2=CC(=CC=C12)C=O quinazolin-6-Formaldehyde